[Br-].C12(CC3CC(CC(C1)C3)C2)[PH+](CCCC=C)C23CC1CC(CC(C2)C1)C3 Di(adamantan-1-yl)(pent-4-en-1-yl)phosphonium bromide